2-[(3S,4R)-4-[3-(2,4-dioxohexahydropyrimidin-1-yl)-1-methyl-indazol-6-yl]-3-fluoro-1-piperidyl]acetic acid hydrochloride Cl.O=C1N(CCC(N1)=O)C1=NN(C2=CC(=CC=C12)[C@@H]1[C@@H](CN(CC1)CC(=O)O)F)C